2-(piperidin-4-ylmethyl)-3,4-dihydroisoquinolin-1(2H)-one hydrochloride Cl.N1CCC(CC1)CN1C(C2=CC=CC=C2CC1)=O